N-(8-fluoro-2-methyl-imidazo[1,2-a]pyridin-6-yl)-8-[methyl(pyrrolidin-3-yl)amino]quinoxaline-5-carboxamide FC=1C=2N(C=C(C1)NC(=O)C=1C=3N=CC=NC3C(=CC1)N(C1CNCC1)C)C=C(N2)C